4-(((3r,4r)-1-benzyl-4-methylpiperidin-3-yl)amino)-1H-pyrrolo[2,3-b]pyridine-5-carboxylic acid C(C1=CC=CC=C1)N1C[C@@H]([C@@H](CC1)C)NC1=C2C(=NC=C1C(=O)O)NC=C2